[2H]C(C(=O)NNC1=NC=CC=C1)(C1=CC=CC=C1)[2H] 2,2-dideuterio-2-phenyl-N'-(pyridine-2-yl)acethydrazide